C(CCCCC)C1=CC=C(C=C1)C(CC(=O)OC)=O methyl 3-(4-hexylphenyl)-3-oxopropanoate